(triphenyleneyl)(pyridinyl)(pyridinyl)terbenzene C1(=CC=CC=2C3=CC=CC=C3C3=CC=CC=C3C12)C1=C(C(=C(C=C1)C=1C(=CC=CC1)C1=CC=CC=C1)C1=NC=CC=C1)C1=NC=CC=C1